(R)-4-(3-((2-(cyclopropanecarboxamido)thiazol-5-yl)thio)-2-fluoro-6-methoxy-4-methylbenzoyl)-2-methylpiperazine-1-carboxylic acid tert-butyl ester C(C)(C)(C)OC(=O)N1[C@@H](CN(CC1)C(C1=C(C(=C(C=C1OC)C)SC1=CN=C(S1)NC(=O)C1CC1)F)=O)C